7-hydroxy-8-(4-ethyl-1-piperazinylmethyl)-3-acetyl-coumarin oxime OC1=CC=C2C=C(C(OC2=C1CN1CCN(CC1)CC)=NO)C(C)=O